FC(C1=C(C=CC=C1)NCC1N(CCC1)C1=NC=CC(=N1)C(=O)O)(F)F ((((2-(trifluoromethyl)phenyl)amino)methyl)pyrrolidin-1-yl)pyrimidine-4-carboxylic acid